stearyl azelate C(CCCCCCCC(=O)[O-])(=O)OCCCCCCCCCCCCCCCCCC